2-(6-chloro-1-((R)-2-methylazetidin-1-yl)-2,7-naphthyridin-4-yl)-N,N-dimethylpropionamide ClC=1C=C2C(=CN=C(C2=CN1)N1[C@@H](CC1)C)C(C(=O)N(C)C)C